2-(2-chlorophenyl)-N-[4-(3-cyano-5-fluorophenoxy)-3-sulfamoylphenyl]acetamide ClC1=C(C=CC=C1)CC(=O)NC1=CC(=C(C=C1)OC1=CC(=CC(=C1)F)C#N)S(N)(=O)=O